FC(C=1C=C(C=CC1)C(O)C1=CC=CC=2N1N=CN2)(F)F α-[3-(Trifluoromethyl)phenyl][1,2,4]triazolo[1,5-a]pyridine-5-methanol